(S)-2-((4-((2-hydroxy-1-phenylethyl)amino)-5-(3-(pyridin-2-yl)-1,2,4-oxadiazol-5-yl)pyridin-2-yl)amino)-7,7-dimethyl-6,7-dihydro-5H-pyrrolo[3,4-b]pyridin-5-one OC[C@H](C1=CC=CC=C1)NC1=CC(=NC=C1C1=NC(=NO1)C1=NC=CC=C1)NC1=CC=C2C(=N1)C(NC2=O)(C)C